C(C)(C)(C)[Si](OC1CC(C1)CO)(C)C ((1S,3S)-3-((tert-butyldimethyl-silyl)oxy)cyclobutyl)methanol